1,5-bis(octahydro-1H-inden-2-yl)pentan-3-one C1C(CC2CCCCC12)CCC(CCC1CC2CCCCC2C1)=O